2-morpholino-4-(trifluoromethyl)benzoic hydrazide O1CCN(CC1)C1=C(C(=O)NN)C=CC(=C1)C(F)(F)F